COC1=C(C=C(C=C1)C1=CC(=CC=C1)C(=O)N(C)C)S(NC1=CC(=CC=C1)N1C(N(CCC1)C1=CC=C(C=C1)OC1=CC=CC=C1)=O)(=O)=O 4'-methoxy-N,N-dimethyl-3'-(N-(3-(2-oxo-3-(4-phenoxyphenyl)tetrahydropyrimidin-1(2H)-yl)phenyl)sulfamoyl)-[1,1'-biphenyl]-3-carboxamide